ClC=1C=C(C=CC1)C1=C(C(N(C(=C1)C1=CC=CC=C1)C)=O)C#N 4-(3-chlorophenyl)-1-methyl-2-Oxo-6-phenyl-1,2-dihydropyridine-3-carbonitrile